P(=O)(O)(O)O.C(C(=O)O)(=O)OF.C(C(=O)O)(=O)OF difluoro bis(oxalate) phosphate